(4'-fluorospiro[cyclopentane-1,3'-indolin]-1'-yl)(3-(morpholinosulfonyl)phenyl)methanone FC1=C2C3(CN(C2=CC=C1)C(=O)C1=CC(=CC=C1)S(=O)(=O)N1CCOCC1)CCCC3